N-(2-(1-(2-(2,3-Dihydro-1H-inden-5-ylamino)-2-oxoethyl)-1H-benzo[d]imidazol-2-yl)ethyl)-N-methylbenzamide C1CCC2=CC(=CC=C12)NC(CN1C(=NC2=C1C=CC=C2)CCN(C(C2=CC=CC=C2)=O)C)=O